CC1CC(=O)O1 β-methylpropiolactone